CN1C(=NC(=C1)C(F)(F)F)C1=CC=C(CN2C3=NC(=NC=C3NC2=O)C=2C(=NC=CC2)N2CCCCC2)C=C1 9-(4-(1-methyl-4-(trifluoromethyl)-1H-imidazol-2-yl)benzyl)-2-(2-(piperidin-1-yl)pyridin-3-yl)-7,9-dihydro-8H-purin-8-one